COC(C1=C(C=CC(=C1)OCC(F)(F)F)N)=O 2-amino-5-(2,2,2-trifluoroethoxy)benzoic acid methyl ester